1-(2-fluoro-4-((1S,2S)-6-hydroxy-2-(tetrahydro-2H-pyran-4-yl)-1,2,3,4-tetrahydronaphthalen-1-yl)phenyl)piperidine-4-carbaldehyde FC1=C(C=CC(=C1)[C@@H]1[C@@H](CCC2=CC(=CC=C12)O)C1CCOCC1)N1CCC(CC1)C=O